5-(5-Chloro-2-{[(3S)-3-(hydroxymethyl)-3,4-dihydroisoquinolin-2(1H)-yl]carbonyl}phenyl)-N-(4-hydroxyphenyl)-1,2-dimethyl-N-phenyl-1H-pyrrole-3-carboxamide ClC=1C=CC(=C(C1)C1=CC(=C(N1C)C)C(=O)N(C1=CC=CC=C1)C1=CC=C(C=C1)O)C(=O)N1CC2=CC=CC=C2C[C@H]1CO